6-(Cyclohexylmethylamino)-2-[(2R)-3-(3,4-dihydro-1H-isochinolin-2-yl)-2-hydroxypropyl]-3,4-dihydroisochinolin-1-on C1(CCCCC1)CNC=1C=C2CCN(C(C2=CC1)=O)C[C@@H](CN1CC2=CC=CC=C2CC1)O